(S)-N-(5-amino-2,3-dihydro-1H-inden-1-yl)acetamide NC=1C=C2CC[C@@H](C2=CC1)NC(C)=O